6-fluoro-4-oxo-N-(4,4,4-trifluoro-2-methylbutan-2-yl)-1,4-dihydro-1,8-naphthyridine-3-carboxamide FC=1C=C2C(C(=CNC2=NC1)C(=O)NC(C)(CC(F)(F)F)C)=O